4-((5-(dibutylamino)thiophen-2-yl)methylene)-3-phenylisoxazol-5(4H)-one C(CCC)N(C1=CC=C(S1)C=C1C(=NOC1=O)C1=CC=CC=C1)CCCC